[C@H]1([C@@H](O)[C@@H](O)[C@H](O)[C@H](O1)CO)O[C@@H]1[C@@H]([C@H](O[C@@H]([C@H]1O)CO[C@@H]1[C@@H](O)[C@@H](O)[C@H](O)[C@H](O1)CO)OCCNC(CCCCC(=O)NCCCC[C@H](N)C(=O)O)=O)O N6-(6-{[2-({α-D-mannopyranosyl-(1->3)-[α-D-mannopyranosyl-(1->6)]-α-D-mannopyranosyl}oxy)ethyl]amino}-6-oxohexanoyl)-L-lysine